4-([1,1'-biphenyl]-4-yl)-3-(4-methoxyphenyl)-1-phenylimidazolidine C1(=CC=C(C=C1)C1N(CN(C1)C1=CC=CC=C1)C1=CC=C(C=C1)OC)C1=CC=CC=C1